aluminum hydroxide Hydroxide Aluminum [Al+3].[OH-].[OH-].[Al+3]